COC1=CC=C(C=C1)OP(OC1=CC=C(C=C1)OC)(O)=O Bis(4-methoxyphenyl)phosphoric acid